FC=1C=C(CC=2N=C3N(C(=NC=4C(=CC=CC34)OC)N)C2)C=CC1 2-(3-fluorobenzyl)-7-methoxyimidazo[1,2-c]quinazolin-5-amine